O1CCC(CC1)N1C=C(C=2C1=CN=CC2)C2=CC(=NC=C2)C#CC2CCOCC2 1-(tetrahydro-2H-pyran-4-yl)-3-(2-((tetrahydro-2H-pyran-4-yl)ethynyl)pyridin-4-yl)-1H-pyrrolo[2,3-c]pyridine